CC1=C(C(=O)C2=CC=CC=3C4=CC=CC=C4N(C23)CC)C=CC=C1 (2-methylbenzoyl)-9-ethylcarbazole